SC(C)C(C)=O 2-mercapto-3-butanone